methyl 6-bromo-4-fluoro-2-phenylpyrazolo[1,5-a]pyridine-3-carboxylate BrC=1C=C(C=2N(C1)N=C(C2C(=O)OC)C2=CC=CC=C2)F